C(#N)C1=CC(=C(COC2=CC=CC(=N2)C23CCN(CC3C2)CC2=NC3=C(N2CC2=CN=CN2CC)C=C(C=C3)C(=O)O)C=C1)OC 2-((6-(6-((4-cyano-2-methoxybenzyl)oxy)pyridin-2-yl)-3-azabicyclo[4.1.0]heptan-3-yl)methyl)-1-((1-ethyl-1H-imidazol-5-yl)methyl)-1H-benzo[d]imidazole-6-carboxylic acid